(6aR,7aS,11aS)-N-[(2,4-Difluorophenyl)methyl]-2,13-dioxo-1-[(phenylmethyl)oxy]-2,6a,7,7a,8,9,10,11,11a,13-decahydro-6H-pyrido[1',2':4,5]pyrazino[1,2-a]benzimidazole-3-carboxamide FC1=C(C=CC(=C1)F)CNC(=O)C=1C(C(=C2N(C[C@@H]3N[C@@H]4[C@@H](N3C2=O)CCCC4)C1)OCC1=CC=CC=C1)=O